IC=1C=C(C=CC1)C(F)(F)F 3-iodo-1-trifluoromethylbenzene